S(=O)(=O)(O)O.C(C)C ETHYL-METHANE sulfate